BrC=1C=CC=2N(C3=CC=C(C=C3OC2C1)Br)CCCBr 3,7-dibromo-10-(3-bromopropyl)-10H-phenoxazine